Benzooxazole-5-carboxylic acid [4-methoxy-7-(tetrahydro-pyran-4-yl)-thiazolo[4,5-c]pyridin-2-yl]-amide COC1=NC=C(C2=C1N=C(S2)NC(=O)C=2C=CC1=C(N=CO1)C2)C2CCOCC2